2-([2-chloro-5,6-dimethylthieno[2,3-d]pyrimidin-4-yl](methyl)amino)-N-(3-methoxyphenyl)acetamide ClC=1N=C(C2=C(N1)SC(=C2C)C)N(CC(=O)NC2=CC(=CC=C2)OC)C